(R)-N-((R)-1-(3-cyclopropyl-6-fluoro-4-oxo-2-((S)-tetrahydro-2H-pyran-2-yl)-3,4-dihydroquinazolin-8-yl)ethyl)-2-methylpropane-2-sulfinamide C1(CC1)N1C(=NC2=C(C=C(C=C2C1=O)F)[C@@H](C)N[S@](=O)C(C)(C)C)[C@H]1OCCCC1